BrC1=C(OCC2=CC=C(C(=O)NC=3SC(=CC3C(=O)N)C(C)C)C=C2)C=CC=C1 2-({4-[(2-bromophenoxy)methyl]benzoyl}amino)-5-isopropyl-3-thiophenecarboxamide